tetraethylene glycol bis(3-mercaptobutyrate) SC(CC(=O)OCCOCCOCCOCCOC(CC(C)S)=O)C